6,7-dimethoxy-9-(4-(methyl(pyridin-3-ylmethyl)amino)phenyl)naphtho[2,3-c]furan-1(3H)-one COC1=CC2=CC3=C(C(OC3)=O)C(=C2C=C1OC)C1=CC=C(C=C1)N(CC=1C=NC=CC1)C